NC1=C(C(=NC=C1C(=O)N1CCC2(CN(C2)C(=O)OCCCC)CC1)C1=CC=CC2=CC=C(C(=C12)Cl)F)F butyl 7-(4-amino-6-(8-chloro-7-fluoronaphthalen-1-yl)-5-fluoronicotinoyl)-2,7-diazaspiro[3.5]nonane-2-carboxylate